(N-[4-amino-5-[3-(3-pyridyl)isoxazole-5-carbonyl]thiazol-2-yl]-4-fluoro-anilino)propanamide NC=1N=C(SC1C(=O)C1=CC(=NO1)C=1C=NC=CC1)N(C1=CC=C(C=C1)F)C(C(=O)N)C